rac-N-[(2-aminoquinolin-7-yl)methyl]-N-[5,6,7,8-tetrahydroquinoxalin-5-yl]pyridine-3-carboxamide NC1=NC2=CC(=CC=C2C=C1)CN(C(=O)C=1C=NC=CC1)[C@H]1C=2N=CC=NC2CCC1 |r|